C(CCCCCCCCCCCCCCCCCCC)N cosylamine